3-(1-(tert-Butoxycarbonyl)piperidin-4-yl)-3-(5-(2-(5,6,7,8-tetrahydro-1,8-naphthyridin-2-yl)ethoxy)-1H-indazol-1-yl)propanoic acid C(C)(C)(C)OC(=O)N1CCC(CC1)C(CC(=O)O)N1N=CC2=CC(=CC=C12)OCCC1=NC=2NCCCC2C=C1